2-(2,6-dioxopiperidin-3-yl)-4-fluoro-5-(((1-(4-((3S,4R)-7-hydroxy-3-phenylchroman-4-yl)phenyl)piperidin-4-yl)(methyl)amino)methyl)isoindoline-1,3-dione O=C1NC(CCC1N1C(C2=CC=C(C(=C2C1=O)F)CN(C)C1CCN(CC1)C1=CC=C(C=C1)[C@H]1[C@H](COC2=CC(=CC=C12)O)C1=CC=CC=C1)=O)=O